CC(C(=C=O)C)[Si](C)(C)C methyltrimethylsilyl-dimethyl-ketene